CC1=NN2C(N(CCC2)C(CCC(=O)NC2=NC=C(C=C2)C2=CC=CC=C2)=O)=C1 4-(2-methyl-6,7-dihydropyrazolo[1,5-a]pyrimidin-4(5H)-yl)-4-oxo-N-(5-phenylpyridin-2-yl)butanamide